C(CCC)[C@@H]1N[C@@H](C2=CC=C(C=C2C1)OC)C12CC(C1)(C2)NC(OC(C)(C)C)=O tert-butyl (3-((1R,3S)-3-butyl-6-methoxy-1,2,3,4-tetrahydroisoquinolin-1-yl)bicyclo[1.1.1]pentan-1-yl)carbamate